bis(pent-4-en-1-yl)platinum C(CCC=C)[Pt]CCCC=C